methyl p-coumarate COC(=O)/C=C/C1=CC=C(C=C1)O